C(C1=CC=CC=C1)OC[C@H](NC)C(=O)O |r| O-benzyl-N-methyl-DL-serine